C(#N)[C@H]1N([C@H]2C[C@H]2C1)C(CNC(=O)C1=CC(=NC2=CC=C(C=C12)I)C)=O N-(2-((1S,3S,5S)-3-Cyano-2-azabicyclo[3.1.0]hexan-2-yl)-2-oxoethyl)-6-iodo-2-methylquinoline-4-carboxamide